7-oxa-2,5-diazaspiro[3.5]nonan-6-one C1NCC12NC(OCC2)=O